C(C)(C)(C)OC1=C(C(=CC=C1)C1=CC=CC=C1)C=O tert-butoxy-[1,1'-biphenyl]-2-formaldehyde